C(C=C)NC(=S)NC1=CC=NC=C1 1-allyl-3-(pyridin-4-yl)thiourea